FC=1C=C(C=CC1F)N1C(=C(C2=C(C=CC=C12)O)C1=CC=C(C(=O)O)C=C1)C(F)(F)F 4-[1-(3,4-difluorophenyl)-4-hydroxy-2-(trifluoromethyl)indol-3-yl]benzoic acid